Cl.N[C@H](C(=O)N)C (2S)-2-aminopropionamide, hydrochloride